5-{7-[(E)-2-cyclopropylethenyl]-1-fluoro-3-hydroxynaphthalen-2-yl}-1λ6,2,5-thiadiazolidine-1,1,3-trione C1(CC1)/C=C/C1=CC=C2C=C(C(=C(C2=C1)F)N1CC(NS1(=O)=O)=O)O